Butyl 3-dibutylaminopropionate Lactate C(C(O)C)(=O)O.C(CCC)N(CCC(=O)OCCCC)CCCC